NC1=NC(=C(C=C1C=1C=C2CCNC(C2=CC1)=O)C1=C(C=C(C=C1)N1CCN(CC1)C)Cl)F 6-(2-amino-5-(2-chloro-4-(4-methylpiperazin-1-yl)phenyl)-6-fluoropyridin-3-yl)-3,4-dihydroisoquinolin-1(2H)-one